tert-butyl(((1s,4s)-4-((2-(2,6-dioxopiperidin-3-yl)-1-oxoisoindolin-4-yl)amino) cyclohexyl)methyl)carbamate C(C)(C)(C)OC(NCC1CCC(CC1)NC1=C2CN(C(C2=CC=C1)=O)C1C(NC(CC1)=O)=O)=O